di(p-chlorophenyl)methylene(cyclopentadienyl)(1,1',3,6,8,8'-hexamethyl-2,7-dihydrodicyclopentafluorenyl)zirconium dichloride [Cl-].[Cl-].ClC1=CC=C(C=C1)C(=[Zr+2](C1C(C=2C(C=3C(=C4C=5CC(C=CC5CC24)(C)C)C(=CC3)C)=C1C)(C)C)C1C=CC=C1)C1=CC=C(C=C1)Cl